3,3'-methylenebis{1-[3-(triethoxysilyl)propyl]-5-amino-1,2,4-triazole} C(C1=NN(C(=N1)N)CCC[Si](OCC)(OCC)OCC)C1=NN(C(=N1)N)CCC[Si](OCC)(OCC)OCC